(R)-4-(difluoromethyl)-3,5-difluoro-N-(8-fluoro-6-oxo-1,4,5,6-tetrahydro-2H-pyrano[3,4-c]isoquinolin-1-yl)-N-methylbenzamide FC(C1=C(C=C(C(=O)N(C)[C@H]2COCC=3NC(C=4C=C(C=CC4C32)F)=O)C=C1F)F)F